OCCC[N+](CCCCCCCCCCCCCCCC)(CCCO)CC(CCC)O [N,N-di(3-hydroxypropyl)-N-hexadecylammonio]-2-hydroxy-pentane